FC([C@H]1N2C(N([C@H](CC1)C2)OS(=O)(=O)[O-])=O)F.C(CCC)[N+](CCCC)(CCCC)CCCC Tetrabutylammonium (2S,5R)-2-(difluoromethyl)-7-oxo-1,6-diazabicyclo[3.2.1]octan-6-yl-sulfate